ClC=1C(=C(C(=CC1)S(=O)(=O)C)C1=NOCC1)C 3-[3-chloro-2-methyl-6-(methylsulfonyl)phenyl]-4,5-dihydroisoxazole